5-((R)-2-(5-fluoropyridin-3-yl)pyrrolidin-1-yl)-N-(1-methoxypropan-2-yl)pyrazolo[1,5-a]pyrimidine-3-carboxamide FC=1C=C(C=NC1)[C@@H]1N(CCC1)C1=NC=2N(C=C1)N=CC2C(=O)NC(COC)C